FC=1C=C(C=CC1)N1N=C(C=C(C1=O)C(=O)O)C1=CC=C(C=C1)N1CCOCC1 2-(3-fluorophenyl)-6-[4-(morpholin-4-yl)phenyl]-3-oxo-2,3-dihydropyridazine-4-carboxylic acid